ClC1=CC=C(S1)CN1CCC2=CC(=CC=C12)NS(=O)(=O)CC1=CC=CC=C1 N-[1-(5-Chlorothiophen-2-ylmethyl)-2,3-dihydro-1H-indol-5-yl]-C-phenyl-methanesulfonamide